OCCCOC(C)=O Hydroxypropyl-acetate